C(C1=CC=CC=C1)NC(N(C1=NC=C(C=C1)C=1C=NC(=NC1)OC)[C@@H]1CC[C@H](CC1)NC1=NC=C(C(=N1)N1CCC(CCC1)O)C(F)(F)F)=O 3-benzyl-1-(trans-4-((4-(4-hydroxyazepan-1-yl)-5-(trifluoromethyl)pyrimidin-2-yl)amino)cyclohexyl)-1-(5-(2-methoxypyrimidin-5-yl)pyridin-2-yl)urea